N'-methyl-N'-[(1S)-1-[5-(trifluoromethyl)-2-pyridyl]ethyl]oxamide CN(C(C(N)=O)=O)[C@@H](C)C1=NC=C(C=C1)C(F)(F)F